BrC1=C(C(=CC=C1)Cl)C1=NC(=NC(=N1)C1=CC=CC=C1)C1=CC=CC=C1 2-(2-bromo-6-chlorophenyl)-4,6-diphenyl-1,3,5-triazine